CN1CCN(CC1)C=1C=CC(=C2C=CNC12)N1C(NC(CC1)=O)=O 1-(7-(4-Methylpiperazin-1-yl)-1H-indol-4-yl)dihydropyrimidine-2,4(1H,3H)-dione